ethyl 6-chloro-4-((2-ethoxyethyl)sulfonyl)-3,4-dihydro-2H-benzo[b][1,4]oxazine-2-carboxylate ClC1=CC2=C(OC(CN2S(=O)(=O)CCOCC)C(=O)OCC)C=C1